N1N=CC2=CC(=CC=C12)N(C(=O)NCCC1=CC=CC=C1)[2H] 1-(1h-Indazol-5-Yl)-3-(2-Phenylethyl)urea-d